Tert-butyl (3R,4R)-3-((5-bromo-1-methyl-1H-pyrazol-4-yl)methoxy)-4-fluoropyrrolidine-1-carboxylate BrC1=C(C=NN1C)CO[C@@H]1CN(C[C@H]1F)C(=O)OC(C)(C)C